tert-butyl 1-methyl-4-phenyl-2-(trifluoromethyl)-1H-imidazole-5-carboxylate CN1C(=NC(=C1C(=O)OC(C)(C)C)C1=CC=CC=C1)C(F)(F)F